3-(4-fluorophenyl)-propan-1-one FC1=CC=C(C=C1)CCC=O